C1(=CC=CC=C1)S(=O)(=O)C1=CC=2C(=NN(N2)C2=C(C(=CC(=C2)C(C)(C)C)C(C)(C)C)O)C=C1 5-benzenesulfonyl-2-(2-hydroxy-3,5-di-tert-butylphenyl)-2H-benzotriazole